ClC=1C=C(C=C2C=C(N=CC12)NC(=O)[C@H]1[C@@H](C1)C#N)C=1C(=NN(C1)[C@@H]1OCCCC1)C(F)(F)F |&1:24| (±)-trans-N-[8-chloro-6-[1-tetrahydropyran-2-yl-3-(trifluoromethyl)pyrazol-4-yl]-3-isoquinolinyl]-2-cyano-cyclopropanecarboxamide